C(C)NS(=O)(=O)C1=CC(=CC=C1)OC[C@H](CNC1COC2(C1)CCN(CC2)S(=O)(=O)C2=CC1=C(OCCN1C)C=C2)O N-ethyl-3-((2S)-2-hydroxy-3-(8-(4-methyl-3,4-dihydro-2H-benzo[b][1,4]oxazin-6-ylsulfonyl)-1-oxa-8-azaspiro[4.5]decan-3-ylamino)propoxy)benzenesulfonamide